1-(1-(2,4-dichlorophenyl)ethyl)-6-(3-(piperazin-2-yl)azetidin-1-yl)-3-trifluoromethyl-1H-pyrazolo[3,4-b]pyrazine ClC1=C(C=CC(=C1)Cl)C(C)N1N=C(C=2C1=NC(=CN2)N2CC(C2)C2NCCNC2)C(F)(F)F